O=C(C[N+]1=CC2=CC=CC=C2C=C1)NCCCCC 2-(2-oxo-2-(pentylamino)ethyl)isoquinolin-2-ium